CC(CC=O)(C)C1=CC=CC=C1 3-METHYL-3-PHENYLBUTYRALDEHYDE